CC(=CCC/C(=C/CC/C(=C/CC/C(=C/COC[C@@H](COP(=O)(O)OC[C@@H](C(=O)O)N)OC/C=C(\\C)/CC/C=C(\\C)/CC/C=C(\\C)/CCC=C(C)C)/C)/C)/C)C The molecule is a glycerophosphoserine that is sn-glycero-3-phospho-L-serine in which positions 1 and 2 are substituted by gernylgeranyl groups It is an isoprenoid and a L-serine derivative. It is a conjugate acid of a 2,3-bis-O-(geranylgeranyl)-sn-glycero-3-phospho-L-serine(1-).